CS(=O)(=O)OC1=CC2=CC=C(C=C2C=C1)C(N)=N 6-carbamimidoyl-2-naphthol methanesulfonate